C(C=C)(=O)N1C[C@@H](N(CC1)C1=NC(N2C3=C(C(=C(C=C13)Cl)C1=C3C=CN=CC3=CC=C1)SCC2)=O)C 7-((S)-4-acryloyl-2-methylpiperazin-1-yl)-9-chloro-10-(isoquinolin-5-yl)-2,3-dihydro-5H-[1,4]thiazino[2,3,4-ij]quinazolin-5-one